(+)-8-((1S,2S)-2-hydroxy-2-methylcyclopentyl)-6-(methyl-d3)-2-((1-(methylsulfonyl)piperidin-4-yl)amino)pyrido[2,3-d]pyrimidin-7(8H)-one O[C@@]1([C@H](CCC1)N1C(C(=CC2=C1N=C(N=C2)NC2CCN(CC2)S(=O)(=O)C)C([2H])([2H])[2H])=O)C